FC(C(=O)N(C)C)(F)F Trifluoroacetyldimethylamine